N-(5-(4-(4-acryloylpiperazin-1-yl)-2-aminoquinazolin-6-yl)-2-methoxypyridin-3-yl)-2,4-difluorobenzenesulfonamide C(C=C)(=O)N1CCN(CC1)C1=NC(=NC2=CC=C(C=C12)C=1C=C(C(=NC1)OC)NS(=O)(=O)C1=C(C=C(C=C1)F)F)N